(S)-5-(4,4-difluoro-3-(2-methylpyridin-4-yl)piperidin-1-yl)-7-(2-fluoro-4-(trifluoromethyl)phenyl)-N,N-dimethylthiazolo[4,5-d]pyrimidin-2-amine FC1([C@H](CN(CC1)C=1N=C(C2=C(N1)N=C(S2)N(C)C)C2=C(C=C(C=C2)C(F)(F)F)F)C2=CC(=NC=C2)C)F